3,7-bis(benzyloxy)-2-(4-(benzyloxy)-3-(trifluoromethyl)phenyl)-2H-chromene C(C1=CC=CC=C1)OC=1C(OC2=CC(=CC=C2C1)OCC1=CC=CC=C1)C1=CC(=C(C=C1)OCC1=CC=CC=C1)C(F)(F)F